COCCC(C)(C)OC(=O)C1=C(NC(=C(C1C1=CC(=CC=C1)[N+](=O)[O-])C(=O)O)C)C 2,6-dimethyl-4-(3-nitrophenyl)-1,4-dihydro-3,5-pyridinedicarboxylic acid 2-methoxyethyl-(1-methylethyl) ester